NC1=C(C=C(C=N1)C1=CC=C(C(=O)NC2CCN(CC2)C)C=C1)OCC1=C(C=CC=C1)C#N 4-[6-amino-5-(2-cyano-benzyloxy)-pyridin-3-yl]-N-(1-methyl-piperidin-4-yl)-benzamide